benzenehexathiol C1(=C(C(=C(C(=C1S)S)S)S)S)S